6-(aminomethyl)-2-chloro-pyridin-3-ol NCC1=CC=C(C(=N1)Cl)O